O=C1NC(CCC1N1C(C2=CC=C(C=C2C1=O)OCCOCC1CCC(CC1)N1C(=NC2=C1C=CC(=C2)F)NC(C2=CC(=CC=C2)C(F)(F)F)=O)=O)=O N-(1-((1s,4s)-4-((2-((2-(2,6-dioxopiperidin-3-yl)-1,3-dioxoisoindolin-5-yl)oxy)ethoxy)meth-yl)cyclohexyl)-5-fluoro-1H-benzo[d]imidazol-2-yl)-3-(trifluoromethyl)benzamide